N-((1-methyl-1H-pyrazol-3-yl)methyl)-4-(2-(p-tolyl)-2H-pyrazolo[3,4-d]pyrimidin-4-yl)piperazine-2-carboxamide CN1N=C(C=C1)CNC(=O)C1NCCN(C1)C=1C=2C(N=CN1)=NN(C2)C2=CC=C(C=C2)C